FC1=C(N=CC2=C1N=C(N=C2N2C1C(CCC2)CCC1)OCC12CCCN2CCC1)C1=CC=CC2=CC=CC(=C12)F 8-fluoro-7-(8-fluoronaphthalen-1-yl)-2-((hexahydro-1H-pyrrolizin-7a-yl)methoxy)-4-(octahydro-1H-cyclopenta[b]pyridin-1-yl)pyrido[4,3-d]pyrimidine